Methyl ({5-(6-fluoropyridin-3-yl)-1-[3-(methylsulfanyl)pyridin-2-yl]-1H-pyrazol-3-yl}oxy)(methoxy)acetate FC1=CC=C(C=N1)C1=CC(=NN1C1=NC=CC=C1SC)OC(C(=O)OC)OC